C(CCC)OC(=C(OCCCC)OCCCC)OCCCC tetrabutoxyethylene